methanocarba-adenosine [C@]12([C@](C)([C@H](O)[C@@H](CO)O1)C2)N2C=NC=1C(N)=NC=NC21